O=C1NC(CCC1N1C(C2=CC(=C(C=C2C1=O)F)F)=O)=O 2-(2,6-dioxopiperidine-3-yl)-5,6-difluoroisoindoline-1,3-dione